(+)-3-(4-isopropylcyclohexen-1-yl)propanal C(C)(C)C1CC=C(CC1)CCC=O